2-(1',2',5',6'-tetrahydro-[2,3'-bipyridin]-5-yl)propanamide N1=C(C=CC(=C1)C(C(=O)N)C)C=1CNCCC1